N1=C(C=CC=C1)CN(CC(=O)NC1=CC=CC=C1)CC1=NC=CC=C1 2-(bis(pyridin-2-ylmethyl)amino)-N-phenylacetamide